ClC=1C(=NC(=NC1)NC1CCOCC1)C1=CC=C2CN(C(C2=C1)=O)[C@@H](C(=O)N[C@H](CO)C1=CC(=CC=C1)C)CC (2R)-2-(6-{5-chloro-2-[(oxacyclohex-4-yl)amino]pyrimidin-4-yl}-1-oxo-2,3-dihydro-1H-isoindol-2-yl)-N-[(1S)-2-hydroxy-1-(3-methylphenyl)ethyl]butanamide